CC=1OC(=C(N1)C(=O)NC1=CC(=C(C=C1)C)CCC1=NNC(=C1)NC1=NC=CN=C1)C(F)(F)F 2-methyl-N-(4-methyl-3-(2-(5-(pyrazin-2-ylamino)-1H-pyrazol-3-yl)ethyl)phenyl)-5-(trifluoromethyl)oxazole-4-carboxamide